(bromomethyl)-cyclopropane BrCC1CC1